NC1=CC=C2C(N3C(=NC2=C1)C(C1=CC(=CC=C13)[N+](=O)[O-])=O)=O 3-amino-8-nitroindolo[2,1-b]quinazoline-6,12-dione